5-(5-bromo-6-methylpyridin-2-yl)-3-methylisoxazole-4-carboxylic acid BrC=1C=CC(=NC1C)C1=C(C(=NO1)C)C(=O)O